ClC=1C=C(C=C2C(=NC(=NC12)C)C=1SC(=NN1)C(F)F)S(=O)(=O)NC1(CC1)C#N 8-chloro-N-(1-cyanocyclopropyl)-4-(5-(difluoromethyl)-1,3,4-thiadiazol-2-yl)-2-methylquinazoline-6-sulfonamide